C1(CC1)C=1N(C2=CC=C(C=C2C1C(C(=O)O)CC1=CC=CC=C1)O)C1=CC(=C(C=C1)F)C (2-cyclopropyl-1-(4-fluoro-3-methylphenyl)-5-hydroxy-1H-indol-3-yl)-3-phenylpropionic acid